6-[2-(6-methyl-benzo[b]thiophen-5-yl)-ethylamino]-pyrimidin CC=1C(=CC2=C(SC=C2)C1)CCNC1=CC=NC=N1